FC1=C(C(=CC(=C1)OC)F)[C@H]1[C@@H](C(NC1)=O)NC(=O)NC1=CC=C(C=C1)CO |o1:10,11| (-)-1-[(3S*,4R*)-4-(2,6-Difluoro-4-methoxyphenyl)-2-oxopyrrolidin-3-yl]-3-[4-(hydroxymethyl)phenyl]urea